2-[(Heptadecan-9-yloxy)carbonyl]butyric Acid Heptadecan-9-yl Ester CCCCCCCCC(CCCCCCCC)OC(C(CC)C(=O)OC(CCCCCCCC)CCCCCCCC)=O